1-Benzyl-4-ethylpiperazine C(C1=CC=CC=C1)N1CCN(CC1)CC